C(C)OC(=O)C1(CCN(CC1)C(=O)OC(C)(C)C)CC=1C(=NC=CC1)C 4-((2-methylpyridin-3-yl)methyl)piperidine-1,4-dicarboxylic acid 1-tert-butyl ester 4-ethyl ester